(5S,8R)-N-(3-bromophenyl)-1-fluoro-6,7,8,9-tetrahydro-5H-5,8-epiminocyclohepta[c]-pyridine-10-carboxamide BrC=1C=C(C=CC1)NC(=O)N1[C@H]2CC[C@@H]1CC=1C(=NC=CC12)F